Ethyl 2-(2-fluorophenyl)spiro[5,7-dihydropyrazolo[5,1-b][1,3]oxazine-6,1'-cyclobutane]-3-carboxylate FC1=C(C=CC=C1)C1=NN2C(OCC3(CCC3)C2)=C1C(=O)OCC